6-(3-Amino-6-(1-methyl-1H-pyrazol-4-yl)pyrazin-2-yl)-2-(o-tolyl)pyridazin-3(2H)-on NC=1C(=NC(=CN1)C=1C=NN(C1)C)C=1C=CC(N(N1)C1=C(C=CC=C1)C)=O